5-Bromo-4-methoxy-1H-pyrazole BrC1=C(C=NN1)OC